CC(CC)(CC)O 3-methyl-3-pentyl alcohol